NCCC[Si](OCCCC)(OCCCC)OCCCC 3-aminopropyl-tributoxysilane